5-[(4S)-3-(4-chlorophenyl)-4-phenyl-4,5-dihydropyrazol-1-yl]-2,4-dihydro-1,2,4-triazol-3-one ClC1=CC=C(C=C1)C1=NN(C[C@@H]1C1=CC=CC=C1)C=1NC(NN1)=O